NCC1CCC(CC1)N1C2=NC(=NC=C2N=C1NC1=C(C=CC(=C1)C(F)(F)F)F)NC1CCOCC1 9-((1s,4s)-4-(aminomethyl)cyclohexyl)-N8-(2-fluoro-5-(trifluoromethyl)phenyl)-N2-(tetrahydro-2H-pyran-4-yl)-9H-purine-2,8-diamine